The molecule is a penicillin in which the 6beta substituent is [(azepan-1-yl)methylidene]amino; an extended-spectrum penicillin antibiotic that binds specifically to penicillin binding protein 2 (PBP2), and is only considered to be active against Gram-negative bacteria. It has a role as an antibacterial drug and an antiinfective agent. CC1([C@@H](N2[C@H](S1)[C@@H](C2=O)N=CN3CCCCCC3)C(=O)O)C